C(C)(C)(C)OC(=O)N1CC(C[C@@H](C1)NC=1C2=C(N=CN1)C(=CC(=N2)C2=CC=C(C=C2)OC)C(N)=O)(F)F (5S)-5-{[8-carbamoyl-6-(4-methoxyphenyl)pyrido[3,2-d]pyrimidin-4-yl]amino}-3,3-difluoropiperidine-1-carboxylic acid tert-butyl ester